methyl 4-[[(2S)-1-[[(2S)-1-[(2S)-2-[[(3S)-1-chloro-4-methyl-2-oxopentan-3-yl] carbamoyl] pyrrolidin-1-yl]-1-oxopropan-2-yl]amino]-1-oxopropan-2-yl]amino]-4-oxobutanoate ClCC([C@H](C(C)C)NC(=O)[C@H]1N(CCC1)C([C@H](C)NC([C@H](C)NC(CCC(=O)OC)=O)=O)=O)=O